NCC(=O)NCC(=O)N[C@@H](CC1=CC=CC=C1)C(=O)O glycinyl-glycinyl-L-phenylalanine